C(C)(C)N([C@@H](C)C(=O)[O-])P(=O)(OC1=C2[C@H]3[C@H](C(OC2=CC(=C1)CCCCC)(C)C)CCC(=C3)C)C(=O)OCC Isopropyl((ethoxycarbonyl)(((6aR,10aR)-6,6,9-trimethyl-3-pentyl-6a,7,8,10a-tetrahydro-6H-benzo[c]chromen-1-yl)oxy)phosphoryl)-L-alaninate